3-(diethoxyphosphino)-1,2,3-benzotriazin-4(3H)-one C(C)OP(N1N=NC2=C(C1=O)C=CC=C2)OCC